2-AZABICYCLO[3.2.1]OCTAN C12NCCC(CC1)C2